FC1(CCC(CC1)S(=O)[O-])F.[Na+] sodium 4,4-difluorocyclohexane-1-sulfinate